C(C)(=O)C=1C(OC2=C(C(=CC=C2C1)O)CN(CC)CC)=O 3-acetyl-7-hydroxy-8-(diethylamino)methylcoumarin